ClC1=CC(=C(N=N1)C)C1=C2CCN(C(C2=CC(=C1)CCN(C)CC)=O)C(C)C1=NC=C(C#N)C(=C1)OCC 6-(1-(5-(6-chloro-3-methylpyridazin-4-yl)-7-(2-(ethyl(methyl)amino)ethyl)-1-oxo-3,4-dihydroisoquinolin-2(1H)-yl)ethyl)-4-ethoxynicotinonitrile